NCCNCCS(=O)(=O)O 2-(2-amino-ethylamino)-ethanesulfonic acid